3-methyl-4-(1-(4-(trifluoromethyl)phenyl)-1H-1,2,4-triazol-3-yl)benzoic acid CC=1C=C(C(=O)O)C=CC1C1=NN(C=N1)C1=CC=C(C=C1)C(F)(F)F